C(C)(C)(C)OC(=O)N1C[C@H](O[C@@H](C1)C)CO (2S,6R)-2-(hydroxymethyl)-6-methyl-morpholine-4-carboxylic acid tert-butyl ester